2-hydroxyethyl 2-((tert-butoxycarbonyl) amino)-3-methylbutanoate C(C)(C)(C)OC(=O)NC(C(=O)OCCO)C(C)C